ethyl(2-methyl-3-indolyl)acetate C(C)OC(CC1=C(NC2=CC=CC=C12)C)=O